FC(C(=O)O)(F)F.C1NCC12OCCNC2 5-oxa-2,8-diazaspiro[3.5]nonane 2,2,2-trifluoroacetic acid salt